C(C)(C)(C)NS(=O)(=O)C1=CC(=C(C=C1)C=1OC(=NN1)C1=CC(=CC=C1)S(NC(C)(C)C)(=O)=O)N1CCC2(CC2)CC1 N-(tert-Butyl)-4-(5-(3-(N-(tert-butyl)sulfamoyl)phenyl)-1,3,4-oxadiazol-2-yl)-3-(6-azaspiro[2.5]octan-6-yl)benzenesulfonamide